P-phenyl-oxazaphospholidine C1(=CC=CC=C1)P1NOCC1